N1CC(C1)C1=NC=C(C2=CC=CC=C12)N1N=CC(=C1C(F)(F)F)C(=O)NC=1C=NC(=C(C1)Cl)N1N=CC=N1 1-(1-(Azetidin-3-yl)isochinolin-4-yl)-N-(5-chloro-6-(2H-1,2,3-triazol-2-yl)-pyridin-3-yl)-5-(trifluoromethyl)-1H-pyrazol-4-carboxamid